BrC1=CC=C(C=C1)[C@@H](C)N1N=NC2=C1N=C(N=C2)N2CC(C2)[C@@H]2CN(CCC2)C2CC(C2)(C(=O)O)C (1R,3r)-3-((R)-3-(1-(3-((R)-1-(4-bromophenyl)ethyl)-3H-[1,2,3]triazolo[4,5-d]pyrimidin-5-yl)azetidin-3-yl)piperidin-1-yl)-1-methylcyclobutane-1-carboxylic acid